FC(C(=O)O)(F)F.FC=1C=C(C#N)C=CC1COC1=NC(=CN=C1)N[C@H]1CNCC1 (R)-3-fluoro-4-(((6-(pyrrolidin-3-ylamino)pyrazin-2-yl)oxy)methyl)benzonitrile trifluoroacetic acid salt